N-(5-(ethylthio)-1,3,4-thiadiazol-2-yl)-N-methyl-2-{{4-oxo-1-phenyl-4,5-dihydro-1H-pyrazolo[3,4-d]pyrimidin-6-yl}thio}acetamid C(C)SC1=NN=C(S1)N(C(CSC=1NC(C2=C(N1)N(N=C2)C2=CC=CC=C2)=O)=O)C